B([O-])([O-])[O-].[Ba+2].B([O-])([O-])[O-].[Ba+2].[Ba+2] Barium Borat